C(CCC)OC(=O)N1CCC(CC1)O Butoxycarbonyl-4-hydroxypiperidine